5-(2,6-dichloro-4-nitrophenoxy)-3-fluoropyridin-2(1H)-one ClC1=C(OC=2C=C(C(NC2)=O)F)C(=CC(=C1)[N+](=O)[O-])Cl